C1SCCSC1 2,5-dithiane